OC1=CC=C(C=C1)C1(NC(C2=C3C(=CC=C12)C=CC=C3)=O)C3=CC=C(C=C3)O 3,3-bis(4-hydroxyphenyl)-2-benzoisoindolin-1-one